oxidanesulfonic Acid OS(=O)(=O)O